4-(3-((benzyloxy)methyl)-4-ethyl-5-oxo-4,5-dihydro-1H-1,2,4-triazol-1-yl)-N-(2-chloro-6-fluorophenyl)-5-fluoro-2-(isopropylamino)benzamide C(C1=CC=CC=C1)OCC1=NN(C(N1CC)=O)C1=CC(=C(C(=O)NC2=C(C=CC=C2F)Cl)C=C1F)NC(C)C